3-Amino-N-[4-(cyclopropylmethoxy)-6-(2-isopropylphenyl)pyrimidin-2-yl]benzenesulfonamide NC=1C=C(C=CC1)S(=O)(=O)NC1=NC(=CC(=N1)OCC1CC1)C1=C(C=CC=C1)C(C)C